2-cyclopropyl-N-(4,4-difluorocyclohexyl)-11-oxo-11H-pyrido[2,1-b]quinazoline-6-carboxamide C1(CC1)C=1C=C2C(N3C(=NC2=CC1)C(=CC=C3)C(=O)NC3CCC(CC3)(F)F)=O